C(C)OC(=O)C=1C(C(=C(NC1C)C)C(=O)OCC)C diethoxycarbonyl-1,4-dihydro-collidine